C1NCCC2=CC(=C(C=C12)O)O Tetrahydroisoquinoline-6,7-diol